C(C)OC(=O)C1=C2N(N=C1)CC[C@@H]2C2=CC=CC=C2.COC2=CC=C1C3=C(NC1=C2)C=NC(=C3)C3(CCC3)C(=O)N (7-methoxy-9H-pyrido[3,4-b]indol-3-yl)cyclobutanecarboxamide ethyl-(4R)-4-phenyl-4H,5H,6H-pyrrolo[1,2-b]pyrazole-3-carboxylate